3-Amino-4-(7-fluoro-1H-indazol-4-yl)-6-piperidin-4-yl-1H-1,7-phenanthroline-2-one NC=1C(NC2=C3C=CC=NC3=C(C=C2C1C1=C2C=NNC2=C(C=C1)F)C1CCNCC1)=O